3-(diethylcarbamoyl)-5-fluorobenzene C(C)N(C(=O)C=1C=CC=C(C1)F)CC